C(C)(C)(C)C1=NN=C(O1)C=1C=CC2=C(N(C([C@H](CS2(=O)=O)NC(OC(C)(C)C)=O)=O)CC2=CC=C(C=C2)OCC#CC)C1 tert-butyl N-[(3R)-7-(5-tert-butyl-1,3,4-oxadiazol-2-yl)-5-[(4-but-2-ynoxyphenyl)methyl]-1,1,4-trioxo-2,3-dihydro-1λ6,5-benzothiazepin-3-yl]carbamate